N1=CC=C(C=C1)C1=CC=C(C2=CC=CC=C12)C1=C(C(=O)O)C=CC=C1 (4-(pyridin-4-yl)naphthalen-1-yl)benzoic acid